1,4-dioxa-7,9-diphenyl-8-[2,6-bis(2-methoxyphenyl)phenyl]-8-phosphaspiro[4.5]decane C1(=CC=CC=C1)C1CC2(OCCO2)CC(P1C1=C(C=CC=C1C1=C(C=CC=C1)OC)C1=C(C=CC=C1)OC)C1=CC=CC=C1